Z-9-dodecene CCCCCCCC\C=C/CC